FC1=C(C=CC(=C1)C=CC1=CC=C(C=C1)N1C2=CC=CC=C2C=2C=CC=CC12)C1=CC=C(C=C1)C=CC1=CC=C(C=C1)N1C2=CC=CC=C2C=2C=CC=CC12 fluoro-4,4'-bis[4-(9-carbazolyl)styryl]biphenyl